aminomethyl-2-phenylquinolin-4(1H)-one NCN1C(=CC(C2=CC=CC=C12)=O)C1=CC=CC=C1